F[C@@H]1[C@@H](C1)C(=O)NC1=NN2C(N=C(C=C2)C2=C3C=NNC3=CC=C2C)=C1 (1S,2S)-2-fluoro-N-(5-(5-methyl-1H-indazol-4-yl)pyrazolo[1,5-a]pyrimidin-2-yl)cyclopropane-1-carboxamide